COC(=O)C1(SCC(N1S(=O)(=O)C1=CC=C(C=C1)F)O)C 3-((4-fluorophenyl)sulfonyl)-4-hydroxy-2-methylthiazolidine-2-carboxylic acid methyl ester